BrC=1N=C(C(=NC1)N(C(OC(C)(C)C)=O)C(=O)OC(C)(C)C)C1=CC(=NO1)C1=NC=C(C=C1)[N+](=O)[O-] tert-butyl (5-bromo-3-(3-(5-nitropyridin-2-yl)isoxazole-5-yl)pyrazin-2-yl)(tert-butoxycarbonyl)carbamate